6-Methyl-4-[1-methyl-3-(6-methylpyridazin-4-yl)pyrazol-4-yl]-1H-pyrazolo[3,4-b]pyridine CC1=CC(=C2C(=N1)NN=C2)C=2C(=NN(C2)C)C2=CN=NC(=C2)C